C1(CC1)C1=NN(C(=C1C(F)(F)F)C(=O)O)CC1CC(CC1)(F)F 3-cyclopropyl-1-((3,3-difluorocyclopentyl)methyl)-4-(trifluoromethyl)-1H-pyrazole-5-carboxylic acid